(4-(3-oxo-3-(phenylamino)propyl)-1-phenyl-1H-imidazol-2-yl)-5-(1H-pyrazol-4-yl)nicotinamide O=C(CCC=1N=C(N(C1)C1=CC=CC=C1)C1=C(C(=O)N)C=C(C=N1)C=1C=NNC1)NC1=CC=CC=C1